OC[C@H]1[C@@H](C1)CCC1=C(C(=O)OC(C)(C)C)C=CC=C1 tert-butyl 2-(2-((1R,2R)-2-(hydroxymethyl)cyclopropyl)ethyl)benzoate